2-methyl-3-(para-tert-butyl-phenyl)propionaldehyde CC(C=O)CC1=CC=C(C=C1)C(C)(C)C